(2S,4aS,6aS,6bR,8aS,10S,12aS,12bR,14bR)-2,4a,6a,6b,9,9,12a-heptamethyl-13-oxo-1,2,3,4,4a,5,6,6a,6b,7,8,8a,9,10,11,12,12a,12b,13,14b-icosahydropicene-2,10-dicarboxylic acid C[C@]1(C[C@H]2C3=CC([C@@H]4[C@]5(CC[C@@H](C([C@@H]5CC[C@]4([C@@]3(CC[C@]2(CC1)C)C)C)(C)C)C(=O)O)C)=O)C(=O)O